NCCOCCOCCOCCOC1=CC=C(C=C1)CCC=1C(=NN(C1O)C=1NC=2C(=NC=CC2)N1)C1=CC=C(C=C1)C(F)(F)F 4-{2-[4-(2-{2-[2-(2-aminoethoxy)ethoxy]ethoxy}ethoxy)phenyl]ethyl}-1-{1H-imidazo[4,5-b]pyridin-2-yl}-3-[4-(trifluoromethyl)phenyl]-1H-pyrazol-5-ol